F[C@H]1CN(CC[C@H]1NC1=CC=CN2C(=C(C=C12)C1=NOC(=N1)CNC(=O)C1(CC1)OC)SC(F)(F)F)C N-{[3-(8-{[(3S,4R)-3-fluoro-1-methylpiperidin-4-yl]amino}-3-[(trifluoromethyl)sulfanyl]indolizin-2-yl)-1,2,4-oxadiazol-5-yl]methyl}-1-methoxycyclopropane-1-carboxamide